1-(2-fluoro-4-((3-keto-3,4-dihydropyrido[2,3-b]pyrazin-8-yl)oxy)phenyl)-3-(2-phenyl-5,6-dihydro-4H-pyrrolo[1,2-b]pyrazol-3-yl)urea FC1=C(C=CC(=C1)OC1=CC=NC=2NC(C=NC21)=O)NC(=O)NC2=C1N(N=C2C2=CC=CC=C2)CCC1